COC1=CC2=C(SC(=C2)C(CCC(=O)OCCSSCCC(=O)O)=O)C=C1OC 3-((2-((4-(5,6-dimethoxybenzo[b]thiophen-2-yl)-4-oxobutanoyl)oxy)ethyl)disulfaneyl)propanoic acid